1-(4-fluorophenyl-carbamoyl)cyclopropanecarboxylic acid FC1=CC=C(C=C1)NC(=O)C1(CC1)C(=O)O